di-(m-trichloromethyl-phenyl)methylene(cyclopentadienyl)(2,7-diphenyl-3,6-di-tert-butylfluorenyl)zirconium dichloride [Cl-].[Cl-].ClC(C=1C=C(C=CC1)C(=[Zr+2](C1=C(C(=CC=2C3=CC(=C(C=C3CC12)C1=CC=CC=C1)C(C)(C)C)C(C)(C)C)C1=CC=CC=C1)C1C=CC=C1)C1=CC(=CC=C1)C(Cl)(Cl)Cl)(Cl)Cl